ClC=1C=C2C=NN(C2=CC1N1C[C@@H](CC1)CC#N)C=1C=NN(C1)C1CC1 {(3S)-1-[5-chloro-1-(1-cyclopropyl-1H-pyrazol-4-yl)-1H-indazol-6-yl]pyrrolidin-3-yl}acetonitrile